N-(2-chloro-5-{[(1S,2S)-2-hydroxycyclohexyl]carbamoyl}phenyl)-2-(cyclopropylmethyl)-1,3-thiazole-5-carboxamide ClC1=C(C=C(C=C1)C(N[C@@H]1[C@H](CCCC1)O)=O)NC(=O)C1=CN=C(S1)CC1CC1